Tert-butyl (S)-1-((S)-tert-butylsulfinylamino)-1,3-dihydrospiro[indene-2,4'-piperidine]-1'-carboxylate C(C)(C)(C)[S@](=O)N[C@@H]1C2=CC=CC=C2CC12CCN(CC2)C(=O)OC(C)(C)C